C(#N)C1=NN(C=C1[C@@H]([C@@H](C)C=1N(C(C(=C(N1)C(=O)NC=1C=NOC1)O)=O)C)C1=C(C=CC(=C1)F)F)C 2-((1R,2R)-1-(3-cyano-1-methyl-1H-pyrazol-4-yl)-1-(2,5-difluorophenyl)propan-2-yl)-5-hydroxy-N-(isoxazol-4-yl)-1-methyl-6-oxo-1,6-dihydropyrimidine-4-carboxamide